O1CCC2=C1C=CC=C2[C@@H]2NC[C@H](CC2)C |r| rac-(2R,5S)-2-(2,3-dihydrobenzofuran-4-yl)-5-methyl-piperidine